FC1(CCC(CC1)C=1C=C(COCC2CN(CC23CN(C3)C(=O)C3(CC3)C(F)(F)F)C3=CC(=C(C=2N=C(SC23)C(=O)NC)F)F)C=CC1)F 7-(8-(((3-(4,4-difluorocyclohexyl)benzyl)oxy)methyl)-2-(1-(trifluoromethyl)cyclopropane-1-carbonyl)-2,6-diazaspiro[3.4]octan-6-yl)-4,5-difluoro-N-methylbenzo[d]thiazole-2-carboxamide